C(C1=CC=CC=C1)(=O)NC(NC1=CC=C(C(=O)OC)C=C1)=S methyl 4-(3-benzoylthioureido)benzoate